COC=1C=C(C=CC1OC)/C=C/C(=O)C1=C(C=C(OCC=2N=NN(C2)[C@@H]2C[C@@H]3[C@H]4CCCN5CCC[C@@H](CN3C(C2)=O)[C@@H]45)C=C1)O (1R,2R,4R,9S,17S)-4-[4-[[4-[(E)-3-(3,4-Dimethoxyphenyl)prop-2-enoyl]-3-hydroxyphenoxy]methyl]triazol-1-yl]-7,13-diazatetracyclo[7.7.1.02,7.013,17]heptadecan-6-one